2-(4-Ethylphenyl)-2-methylpropanoic acid C(C)C1=CC=C(C=C1)C(C(=O)O)(C)C